ethyl 2-(3-((R)-1-(2-methyl-2H-tetrazole-5-carboxamido)-2,3-dihydro-1H-inden-5-yl)-1,2,4-oxadiazol-5-yl)propanoate CN1N=C(N=N1)C(=O)N[C@@H]1CCC2=CC(=CC=C12)C1=NOC(=N1)C(C(=O)OCC)C